4-((2S,5r)-4-((S)-1-(4-(cyclopropylmethoxy)-2-fluorophenyl)propyl)-2,5-diethylpiperazin-1-yl)-1-methyl-2-oxo-1,2-dihydropyrido[3,2-d]pyrimidine-6-carbonitrile C1(CC1)COC1=CC(=C(C=C1)[C@H](CC)N1C[C@@H](N(C[C@H]1CC)C=1C2=C(N(C(N1)=O)C)C=CC(=N2)C#N)CC)F